isopropyl (S)-6-diazo-2-((S)-2-methoxy-3-oxobutanamido)-5-oxohexanoate [N+](=[N-])=CC(CC[C@@H](C(=O)OC(C)C)NC([C@H](C(C)=O)OC)=O)=O